cyclohexanamide naphthalate C1(=CC=CC2=CC=CC=C12)C(=O)O.C1(CCCCC1)C(=O)N